4-(benzyloxy)phenylisocyanate C(C1=CC=CC=C1)OC1=CC=C(C=C1)N=C=O